C[C@@H](CNC(OC(C)(C)C)=O)CCC=C(C)C tert-butyl N-[(2R)-2,6-dimethylhept-5-enyl]carbamate